NC1=C2N(C(N(C2=NC=N1)C1CCN(CC1)C1CCN(CC1)C1CN(C1)C1=CC=C(C=C1)[N+](=O)[O-])=O)C1=CC=C(C=C1)OC1=CC=CC=C1 6-amino-9-{1'-[1-(4-nitrophenyl)azetidin-3-yl]-[1,4'-bipiperidin]-4-yl}-7-(4-phenoxyphenyl)purin-8-one